Cl.N1C[C@H]([C@@H](C1)O)O (3R,4R)-Pyrrolidine-3,4-diol hydrochloride